4-(5-fluoropyridin-2-yl)-N-(piperidin-4-yl)-3,4-dihydroquinoxaline-1(2H)-carboxamide FC=1C=CC(=NC1)N1CCN(C2=CC=CC=C12)C(=O)NC1CCNCC1